N-[(1s,4s)-4-[6-Bromo-2-(methylsulfanyl)-7-oxo-5-[2-(triisopropylsilyl)ethynyl]pyrido[2,3-d]pyrimidin-8-yl]cyclohexyl]acetamide BrC1=C(C2=C(N=C(N=C2)SC)N(C1=O)C1CCC(CC1)NC(C)=O)C#C[Si](C(C)C)(C(C)C)C(C)C